N=1N2C(=C(C1)C=1C=CC=3N(C1)N=NC3C(=O)NC=3C(=NC=C(C3)NC(CN3[C@H](CCC3)C)=O)C)CCC2 6-(5,6-dihydro-4H-pyrrolo[1,2-b]pyrazol-3-yl)-N-[2-methyl-5-[[2-[(2S)-2-methylpyrrolidin-1-yl]acetyl]amino]-3-pyridyl]triazolo[1,5-a]pyridine-3-carboxamide